C(C)N(S(=O)(=O)C(F)(F)F)CC N,N-diethyl-trifluoro-methyl-sulfonamide